5-(1-methyl-4-piperidinyl)pyridin-2-amine CN1CCC(CC1)C=1C=CC(=NC1)N